(Z)-1-Bromo-3-hexene BrCC\C=C/CC